2-(1-((4-((2-fluorophenyl)ethynyl)benzoylamino)methyl)cyclohexyl)acetic acid FC1=C(C=CC=C1)C#CC1=CC=C(C(=O)NCC2(CCCCC2)CC(=O)O)C=C1